bis-N-benzyloxycarbonyl-D-arginine C(C1=CC=CC=C1)OC(=O)N[C@H](CCCN(C(N)=N)C(=O)OCC1=CC=CC=C1)C(=O)O